C1(CCCCC(=O)OCCC(CCO1)C)=O (3-methylpentamethylene) adipate